4-[[2-fluoro-6-[2-methyl-4-(trifluoromethoxy)phenoxy]-3-(trifluoromethyl)benzoyl]amino]pyridine-2-carboxamide FC1=C(C(=O)NC2=CC(=NC=C2)C(=O)N)C(=CC=C1C(F)(F)F)OC1=C(C=C(C=C1)OC(F)(F)F)C